COC(OC)[Si]CCC(F)(F)F dimethoxymethyl-(3,3,3-trifluoropropyl)silicon